BrC=1C=2N(C=CC1)C(=NC2)C(C)(C)N2C(C1=CC=CC=C1C2=O)=O (2-(8-bromoimidazo[1,5-a]pyridin-3-yl)propan-2-yl)isoindoline-1,3-dione